zinc bis(trifluoromethanesulfonyl)imide salt [N-](S(=O)(=O)C(F)(F)F)S(=O)(=O)C(F)(F)F.[Zn+2].[N-](S(=O)(=O)C(F)(F)F)S(=O)(=O)C(F)(F)F